ClC1=C(C=C2C(=C(NC2=C1)C(=O)O)C)OC 6-chloro-5-methoxy-3-methyl-1H-indole-2-carboxylic acid